C(C)N[C@H]1CNCC1 (3R)-N-ethylpyrrolidin-3-amine